ClC=1C(=CC(=NC1)OC)C1=CC(=NN1)C(=O)N1CCC(CC1)C(=O)NC1(CCC1)C#N 1-(5-(5-chloro-2-methoxypyridin-4-yl)-1H-pyrazole-3-carbonyl)-N-(1-cyanocyclobutyl)piperidine-4-carboxamide